OC=1C(=CC2=C(N(C([C@H]3N(CC4=CC=CC=C4C3)C2=O)O)C(=O)OCC=C)C1)OC Allyl (6aS)-3,6-dihydroxy-2-methoxy-14-oxo-6,6a,7,12-tetrahydrobenzo[5,6][1,4]diazepino[1,2-b]isoquinoline-5(14H)-carboxylate